5-chloro-1'-[2-({8-[3-(hydroxymethyl)azetidin-1-yl]-1,7-naphthyridin-3-yl}oxy)ethyl]-1,2-dihydrospiro[indole-3,4'-piperidin]-2-one ClC=1C=C2C(=CC1)NC(C21CCN(CC1)CCOC=1C=NC2=C(N=CC=C2C1)N1CC(C1)CO)=O